OC1=C(C=C(C=C1)CCOC(C(=C)C)=O)N1N=C2C(=N1)C=CC=C2 2-(2'-hydroxy-5'-methacryloxyethylphenyl)benzotriazole